((1S,6'S,7a'S)-2,2,6'-trifluorodihydro-1'H,3'H-spiro[cyclopropan-1,2'-pyrrolizin]-7a'(5'H)-yl)methanol FC1(C[C@]12C[C@]1(C[C@@H](CN1C2)F)CO)F